(S)-(1-(7-bromo-5,8-difluoro-2-(methylthio)quinazolin-4-yl)pyrrolidin-2-yl)methanol BrC1=CC(=C2C(=NC(=NC2=C1F)SC)N1[C@@H](CCC1)CO)F